1-methylpyridin-3-ylphosphonic acid CN1CC(=CC=C1)P(O)(O)=O